N-[3-[[2-[1-(benzenesulfonamido)-2-[3-(N'-hydroxycarbamimidoyl)phenyl]ethyl]-1,3-benzothiazol-6-yl]oxy]propyl]acetamide C1(=CC=CC=C1)S(=O)(=O)NC(CC1=CC(=CC=C1)C(N)=NO)C=1SC2=C(N1)C=CC(=C2)OCCCNC(C)=O